dianisidine dihydrate O.O.COC1=CC=C(C=C1)N.COC1=CC=C(C=C1)N